tert-Butyl (3S)-4-((6-(2-((tert-butyldiphenylsilyl)oxy)-6-fluorophenyl)-2,5-dichloropyridin-3-yl)(imino)methyl)-3-methylpiperazine-1-carboxylate [Si](C1=CC=CC=C1)(C1=CC=CC=C1)(C(C)(C)C)OC1=C(C(=CC=C1)F)C1=C(C=C(C(=N1)Cl)C(N1[C@H](CN(CC1)C(=O)OC(C)(C)C)C)=N)Cl